(R)-4-(hexahydropyrrolo[1,2-a]pyrazin-2(1H)-yl)aniline C1[C@@H]2N(CCN1C1=CC=C(N)C=C1)CCC2